[Na+].[Na+].C(C1=C(C2=CC=CC=C2C=C1)S(=O)(=O)[O-])C1=C(C2=CC=CC=C2C=C1)S(=O)(=O)[O-] methylenebisnaphthalenesulfonic acid disodium salt